FC=1C=C(CN2CCCC2)C=CC1 1-(3-fluorobenzyl)pyrrolidin